N-(2-ethylhexyl)-2-methyl-3-hydroxypyridine-4-one C(C)C(CN1C(=C(C(C=C1)=O)O)C)CCCC